Methyl-4-(tetrahydro-2H-pyran-4-yl)-2-(4-(trifluoromethyl)phenyl)quinoline CC=1C(=NC2=CC=CC=C2C1C1CCOCC1)C1=CC=C(C=C1)C(F)(F)F